5-Fluoro-(benzothiazole) FC=1C=CC2=C(N=CS2)C1